L-3-methacryloxypropyl-trimethoxysilane C(C(=C)C)(=O)OCCC[Si](OC)(OC)OC